Methyl 5-(methyl(phenyl)amino)-[1,2,4]triazolo[4,3-a]quinazoline-8-carboxylate CN(C1=NC=2N(C3=CC(=CC=C13)C(=O)OC)C=NN2)C2=CC=CC=C2